ClC=1N(C(C=CC1C(=O)[O-])=O)CC(C)NC=1C=NN(C(C1C(F)(F)F)=O)COCC[Si](C)(C)C chloro-6-oxo-1-(2-((6-oxo-5-(trifluoromethyl)-1-((2-(trimethylsilyl) ethoxy) methyl)-1,6-dihydropyridazin-4-yl) amino) propyl)-1,6-dihydropyridine-3-carboxylate